CN(C1=CC=C(C=C1)C1(OC(=O)C2=CC(=CC=C12)N(C)C)C1=CN(C=C1)C)C 3-(4-dimethylaminophenyl)-3-(1-methylpyrrol-3-yl)-6-Dimethylaminophthalide